CCCCCCCCCCCCCCCC(=O)OC[C@H](COP(=O)([O-])OCC[N+](C)(C)C)OC(=O)CCCCCCC The molecule is a phosphatidylcholine 24:0 where the acyl groups at position 1 and 2 are palmitoyl and capryloyl respectively. It is a phosphatidylcholine 24:0 and an octanoate ester. It derives from a hexadecanoic acid.